2-(3'-chloro-2'-(2,3-dihydrobenzofuran-5-yl)-4'-methoxy-[1,1'-biphenyl]-3-yl)acetic acid ClC=1C(=C(C=CC1OC)C1=CC(=CC=C1)CC(=O)O)C=1C=CC2=C(CCO2)C1